ON=C(C(=O)O)CC1=CC=CC=C1 α-(Hydroxyimino)benzenepropanoic acid